1-chloro-8-(2-(6-phenyldibenzo[b,d]thiophen-4-yl)phenyl)dibenzo[b,d]thiophene ClC1=CC=CC=2SC3=C(C21)C=C(C=C3)C3=C(C=CC=C3)C3=CC=CC2=C3SC3=C2C=CC=C3C3=CC=CC=C3